O=C1NC(C(N1)(C1=NC=CC=N1)CCC(=O)O)=O 3-(2,5-dioxo-4-pyrimidin-2-yl-imidazolidin-4-yl)propanoic acid